[Si](C)(C)(C(C)(C)C)O[C@H]1CN([C@@]2(CN(C2=O)CC2=CC=C(C=C2)OC)C1)C(=O)OC(C)(C)C tert-butyl (4R,7R)-7-((tert-butyldimethylsilyl)oxy)-2-(4-methoxybenzyl)-1-oxo-2,5-diazaspiro[3.4]octane-5-carboxylate